N1(CCC1)S(=O)(=O)C1=C(C=CC=C1)C1=CN=C(S1)[C@@H]1CC[C@H](CC1)NC(OC1COC1)=O oxetan-3-yl (trans-4-(5-(2-(azetidin-1-ylsulfonyl)phenyl)thiazol-2-yl)cyclohexyl)carbamate